tris(3,5-dimethyl-4-cyanobenzyl)-6-(N-methylanilino)-1,3,5-triazine CC=1C=C(CN2CN(CN(C2N(C2=CC=CC=C2)C)CC2=CC(=C(C(=C2)C)C#N)C)CC2=CC(=C(C(=C2)C)C#N)C)C=C(C1C#N)C